FC(OC=1C(=NC=C(C1)B1OC(C(O1)(C)C)(C)C)N)F 3-(difluoromethoxy)-5-(4,4,5,5-tetramethyl-1,3,2-dioxaborolan-2-yl)pyridin-2-amine